N-hydroxy-4-((2-methoxyethyl)amino)-1,2,5-oxadiazole ON1ON=C(C1)NCCOC